BrC1=C2C=NN(C2=CC=C1)CCO 2-(4-bromo-1H-indazol-1-yl)ethane-1-ol